C(C1=CC=CC=C1)OC(=O)N1[C@H](CCC1)C1=NC2=NC=NC(=C2N1)Cl (R)-2-(6-chloro-7H-purin-8-yl)pyrrolidine-1-carboxylic acid benzyl ester